The molecule is a nucleotide-sugar oxoanion that is the conjugate base of CMP-8-amino-3,8-dideoxy-alpha-D-manno-oct-2-ulosonic acid; major species at pH 7.3. It is a conjugate base of a CMP-8-amino-3,8-dideoxy-alpha-D-manno-oct-2-ulosonic acid. C1[C@H]([C@H]([C@H](O[C@]1(C(=O)[O-])OP(=O)([O-])OC[C@@H]2[C@H]([C@H]([C@@H](O2)N3C=CC(=NC3=O)N)O)O)[C@@H](C[NH3+])O)O)O